Sodium p-TolueneSulfonate CC1=CC=C(C=C1)S(=O)(=O)[O-].[Na+]